C(C)C1=NC=C(C(C1OC)=O)OC 2-ethyl-3,5-dimethoxypyridin-4-one